5,15-bis(4-imidazolyl)-10,20-bis(4-carboxyphenyl)porphyrin N1C=NC(=C1)C=1C2=CC=C(N2)C(=C2C=CC(C(=C3C=CC(=C(C=4C=CC1N4)C4=CC=C(C=C4)C(=O)O)N3)C=3N=CNC3)=N2)C2=CC=C(C=C2)C(=O)O